3-((2S)-3-(8-(3-(2H-tetrazol-5-yl)phenylsulfonyl)-1-oxa-8-azaspiro[4.5]decan-3-ylamino)-2-hydroxypropoxy)-N-methylbenzenesulfonamide N=1NN=NC1C=1C=C(C=CC1)S(=O)(=O)N1CCC2(CC(CO2)NC[C@@H](COC=2C=C(C=CC2)S(=O)(=O)NC)O)CC1